CN1CC2=CC(=CC(=C2CC1)C)C=1N=C(C(=NC1)N)OC=1C=NN(C1)C1CCN(CC1)C (2,5-dimethyl-1,2,3,4-tetrahydroisoquinolin-7-yl)-3-(1-(1-methylpiperidin-4-yl)-1H-pyrazol-4-yloxy)pyrazin-2-amine